1-((benzyloxy)carbonyl)-6-(4-(methoxycarbonyl)phenyl)-1,2,3,6-tetrahydropyridine C(C1=CC=CC=C1)OC(=O)N1CCC=CC1C1=CC=C(C=C1)C(=O)OC